C(C1=CC=CC=C1)SC=1C(=C(C=CC1)N1C[C@H](CCC1)N(C)C)CC (3S)-1-[3-(benzylsulfanyl)-2-ethylphenyl]-N,N-dimethylpiperidin-3-amine